C[C@H](CCCC(C)C(=O)SCCNC(=O)CCNC(=O)[C@@H](C(C)(C)COP(=O)(O)OP(=O)(O)OC[C@@H]1[C@H]([C@H]([C@@H](O1)N2C=NC3=C(N=CN=C32)N)O)OP(=O)(O)O)O)[C@H]4CC[C@@H]5[C@@]4([C@H](C[C@H]6[C@H]5[C@@H](C[C@H]7[C@@]6(CC[C@H](C7)O)C)O)O)C 3α,7α,12α-trihydroxy-5β-cholestanoyl-CoA